3-(4-((2-(2,3-dihydrobenzo[b][1,4]dioxin-6-yl)pyrrolidin-1-yl)methyl)-3-methylphenyl)pyridine O1C2=C(OCC1)C=C(C=C2)C2N(CCC2)CC2=C(C=C(C=C2)C=2C=NC=CC2)C